FC1(CCC(CC1)C1=NC=CC(=C1NC(=O)C=1C=NC(=NC1)C(C)C)C1=CCCCO1)F N-(2-(4,4-difluorocyclohexyl)-4-(3,4-dihydro-2H-pyran-6-yl)pyridin-3-yl)-2-isopropylpyrimidine-5-carboxamide